C(C)(C)(C)C1=CC2=C(C3=CC=CC=C3C(=C2C=C1)C1=CC(=CC(=C1)C1=CC=CC=C1)C1=CC=CC=C1)C1=CC(=CC(=C1)C1=CC=CC=C1)C1=CC=CC=C1 2-tert-butyl-9,10-bis(3,5-diphenylphenyl)anthracene